(trimethylsilyl)acetylene C[Si](C)(C)C#C